BrC1=CC=C(C(=C1)C1=CC=CC=C1)N 5-bromo-[1,1'-biphenyl]-2-amine